3-Hydroxy-1-phenyl-3-(trifluoromethyl)-3H-pyrrolo[1,2-a]indole-6-carbonitrile OC1(C=C(C=2N1C=1C=C(C=CC1C2)C#N)C2=CC=CC=C2)C(F)(F)F